N1C[C@H](OCC1)C1=CC=C(C=C1)NC(C1=CC(=NC=C1)C(F)(F)F)=O |r| (RS)-N-(4-(Morpholin-2-yl)-phenyl)-2-(trifluoromethyl)-isonicotinamid